methyl 5-(1,2-dimethyl-1H-pyrrolo[2,3-b]pyridin-3-yl)-1H-pyrrole-2-carboxylate CN1C(=C(C=2C1=NC=CC2)C2=CC=C(N2)C(=O)OC)C